(S)-2-(4-nitrophenyl)-1-[2-(thiophen-2-yl)oxazol-4-yl]Ethyl-acetamide [N+](=O)([O-])C1=CC=C(C=C1)C[C@H](C=1N=C(OC1)C=1SC=CC1)CC(=O)N